5-ethynyl-6-fluoronaphthalen-2-ol Bis(2,2,2-trifluoroacetate) FC(C(=O)O)(F)F.FC(C(=O)O)(F)F.C(#C)C1=C2C=CC(=CC2=CC=C1F)O